2-(6-isopropylpyridin-3-yl)acetic acid hydrochloride Cl.C(C)(C)C1=CC=C(C=N1)CC(=O)O